C1(CCCC1)OC=1C=C(C=CC1OC)C1=NC=CC(=C1)C1CB(OC1)O 4-(2-(3-(Cyclopentyloxy)-4-methoxyphenyl)pyridin-4-yl)-1,2-oxaborolan-2-ol